BrC1=CC=C(C=C1)C(C)(C)C=1N=C(SC1)NC(=O)NCCF 1-(4-(2-(4-bromophenyl)-propan-2-yl)thiazol-2-yl)-3-(2-fluoroethyl)urea